N-(5-((1S,3R)-3-(3-isopropyl-1-methylureido)cyclopentyl)-1H-pyrazol-3-yl)-2-(3-methylisoxazol-5-yl)acetamide C(C)(C)NC(N(C)[C@H]1C[C@H](CC1)C1=CC(=NN1)NC(CC1=CC(=NO1)C)=O)=O